FC(OC1=CC=CC=2C(N([C@H]3C=4N([C@@H](C21)C3)C3=C(N4)C=CC(=C3F)C3=CC(=C(C=C3)P(=O)(C)C)F)C([2H])([2H])[2H])=O)F (7R,14R)-1-(difluoromethoxy)-11-(4-(dimethylphosphoryl)-3-fluorophenyl)-12-fluoro-6-(methyl-d3)-6,7-dihydro-7,14-methanobenzo[f]benzo[4,5]imidazo[1,2-a][1,4]diazocin-5(14H)-one